NC=1NC(=C(N1)C#N)C#N 2-amino-4,5-imidazoldinitrile